N-[5-[2-cyano-5-(cyclopropylmethoxy)-4-pyridyl]pyrazolo[1,5-a]pyridin-2-yl]cyclopropanecarboxamide C(#N)C1=NC=C(C(=C1)C1=CC=2N(C=C1)N=C(C2)NC(=O)C2CC2)OCC2CC2